1,3,5-benzenetrimethanol C1(=CC(=CC(=C1)CO)CO)CO